FC1=C(C=C(C=C1)F)[C@H]1CC=NN1C(=O)C1C[C@@H]2[C@@H](CN(C2)C2=NC=CC(=N2)C(=O)N)C1 2-((3aR,5R,6aS)-5-((R)-5-(2,5-difluorophenyl)-4,5-dihydro-1H-pyrazole-1-carbonyl)hexahydrocyclopenta[c]pyrrole-2(1H)-yl)pyrimidine-4-carboxamide